3-fluoro-4-morpholinebenzamide hydrochloride Cl.FC1N(CCOC1)C1=CC=CC=C1C(=O)N